sodium 2-(6-cyclopropylpyridazin-3-yl)-2-methylpropanoate C1(CC1)C1=CC=C(N=N1)C(C(=O)[O-])(C)C.[Na+]